8-Acetyl-4-chloro-6-methylquinoline 1-oxide C(C)(=O)C=1C=C(C=C2C(=CC=[N+](C12)[O-])Cl)C